N1C(=NC2=C1C=CC=C2)C(C(=O)NC2=CC=C1C(=C2)NC(C12CCOCC2)=O)C2CCCCC2 2-(1H-benzimidazol-2-yl)-2-cyclohexyl-N-(2-oxospiro[indoline-3,4'-tetrahydropyran]-6-yl)acetamide